C(=O)(O)C=1C=C2C=CC(=C(C2=CC1)CC1=C(C=CC2=CC(=CC=C12)O)C(=O)O)OCCN(CC)CC ((6-carboxy-2-(2-(diethylamino)ethoxy)naphthalen-1-yl)methyl)-6-hydroxy-2-naphthoic acid